COC1=CC=C(CNC=2C=C(C=CC2[N+](=O)[O-])N2CCN(CC2)C(=O)OC(C)(C)C)C=C1 tert-butyl 4-(3-((4-methoxybenzyl)amino)-4-nitrophenyl)piperazine-1-carboxylate